tri(m-tolyl)phosphine C1(=CC(=CC=C1)P(C=1C=C(C=CC1)C)C=1C=C(C=CC1)C)C